palmitoyl-coenzyme A C(CCCCCCCCCCCCCCC)(=O)SCCNC(CCNC([C@@H](C(COP(OP(OC[C@@H]1[C@H]([C@H]([C@@H](O1)N1C=NC=2C(N)=NC=NC12)O)OP(=O)(O)O)(=O)O)(=O)O)(C)C)O)=O)=O